5-(4-bromophenyl)-4-nitro-2-(trifluoromethyl)pyridine BrC1=CC=C(C=C1)C=1C(=CC(=NC1)C(F)(F)F)[N+](=O)[O-]